COCCN1C(CCC1)C=CC(=O)O 3-(1-(2-methoxyethyl)pyrrolidin-2-yl)acrylic acid